ClC=1C=C(C=CC1COC1=C(C=CC=C1)CCN([C@@H]1C=2C=CC(=NC2CCC1)C(=O)[O-])CCC1=CC=C(C=C1)C(=O)OC)C1=CC=C(C=C1)C(F)(F)F (5S)-5-([2-(2-{[3-chloro-4'-(trifluoromethyl)[biphenyl]-4-yl]methoxy}phenyl)ethyl]{2-[4-(methoxycarbonyl)phenyl]ethyl}amino)-5,6,7,8-tetrahydroquinoline-2-carboxylate